CN(C)CC1=CC=CC=C1 methylbenzylmethylamine